CN1C=NC2=C1C=C(C=C2)C(=O)O 1-methyl-1H-benzo[d]Imidazole-6-carboxylic acid